8-Fluoro-2-(1-methylpyrrolidin-3-yl)-4-{[(4-isopropoxy)phenyl]methyl}-1,5-dihydro-2,4-benzodiazepine FC=1C=CC2=C(CN(CN(C2)CC2=CC=C(C=C2)OC(C)C)C2CN(CC2)C)C1